N-palmitoyl-serine phosphate P(=O)(O)(O)OC[C@H](NC(CCCCCCCCCCCCCCC)=O)C(=O)O